methyl-binaphthol CC1=C(C(=C2C=CC=CC2=C1)C1=CC=CC2=CC=CC=C12)O